[NH4+].[NH4+].C(OCCC(OP(=O)(O)O)C1=C(C(=CC(=C1)CCCCC)O)[C@H]1[C@@H](CCC(=C1)C)C(=C)C)([O-])=O.OC1=CC(=CC(=C1[C@H]1[C@@H](CCC(=C1)C)C(=C)C)C(CCOC([O-])=O)OP(=O)(O)O)CCCCC (1'R,2'R)-6-hydroxy-5'-methyl-4-pentyl-2'-(prop-1-en-2-yl)-1',2',3',4'-tetrahydro-[1,1'-biphenyl]-2-yl(3-(phosphonooxy)propyl) carbonate di-ammonium salt